N[C@](COC1=C(C=C(C=C1)C1=CC(=NC=C1F)NC(OC)=O)C#N)(CC(C)C)C (S)-methyl (4-(4-((2-amino-2,4-dimethylpentyl)oxy)-3-cyanophenyl)-5-fluoropyridin-2-yl)carbamate